(R)-1-(4-(3-FLUOROPYRROLIDIN-1-YL)PYRIDIN-2-YL)-N-(1-METHYL-1H-INDAZOL-7-YL)-1H-PYRAZOLE-4-SULFONAMIDE F[C@H]1CN(CC1)C1=CC(=NC=C1)N1N=CC(=C1)S(=O)(=O)NC=1C=CC=C2C=NN(C12)C